(6S)-6-[2-Chloro-3-(4-fluoro-anilino)phenyl]-2-imino-6-methyl-3-[(3S*)-tetrahydro-pyran-3-yl]hexahydropyrimidin-4-one ClC1=C(C=CC=C1NC1=CC=C(C=C1)F)[C@@]1(CC(N(C(N1)=N)[C@@H]1COCCC1)=O)C |o1:22|